2-(4-((cyclopropylmethyl)sulfonyl)phenyl)-2-(4,6-dichloro-5-(2-(trifluoromethoxy)phenyl)-1H-benzo[d]imidazol-2-yl)ethanol C1(CC1)CS(=O)(=O)C1=CC=C(C=C1)C(CO)C1=NC2=C(N1)C=C(C(=C2Cl)C2=C(C=CC=C2)OC(F)(F)F)Cl